CC(C)(C)S (1,1-dimethyl-ethyl) thiol